(3',6'-dihydroxy-3-oxo-3H-spiro[isobenzofuran-1,9'-xanthen]-5-yl)amino-5-oxopentanoic acid OC=1C=CC=2C3(C4=CC=C(C=C4OC2C1)O)OC(C1=CC(=CC=C13)NC(C(=O)O)CCC=O)=O